CC1(C=CC2=CC3=C(C(=C2O1)O)OC4=CC5=C(C=CC(O5)(C)C)C(=C4C3=O)O)C The molecule is an organic heteropentacyclic compound that is 2H,6H,10H-dipyrano[3,2-b:2',3'-i]xanthene substituted by hydroxy groups at positions 5 and 12, geminal methyl groups at positions 2 and 10 and an oxo group at position 6. Isolated from Calophyllum blancoi it exhibits antiviral activity. It has a role as a metabolite and an antiviral agent. It is an organic heteropentacyclic compound, a polyphenol, a cyclic ether and a cyclic ketone.